C(N)(OC1=CC(=CC=C1)N1CCC(CC1)N1N=CC(=C1)C1=NC2=C(C=CC=C2N=C1)C1=CC(=C(C(=C1)F)CN1CCOCC1)F)=O (3-(4-(4-(8-(3,5-difluoro-4-(morpholinomethyl) phenyl) quinoxalin-2-yl)-1H-pyrazol-1-yl) piperidin-1-yl) phenyl) carbamate